3-(6-(4-(4-methylpiperazin-1-yl)phenyl)furo[3,2-b]pyridin-3-yl)benzyl acetate C(C)(=O)OCC1=CC(=CC=C1)C1=COC=2C1=NC=C(C2)C2=CC=C(C=C2)N2CCN(CC2)C